quinolonecarboxamide N1C(C(=CC2=CC=CC=C12)C(=O)N)=O